FC(C1=CC(=C(OCC2=C(C=C(C=C2)C2C=3C(NC(C2)=O)=NNC3)OC)C=C1)C(F)(F)F)F (-)-4-(4-{[4-(Difluoromethyl)-2-(trifluoromethyl)phenoxy]methyl}-3-methoxyphenyl)-2H,4H,5H,6H,7H-pyrazolo[3,4-b]pyridin-6-on